3-bromo-5-vinyl-pyridine BrC=1C=NC=C(C1)C=C